C(C1=CC=CC=C1)N1C(N=C2C(C1=O)=CC=CN2CC=2C=NC(=CC2)Cl)=O 3-benzyl-8-((6-chloropyridin-3-yl)methyl)pyrido[2,3-d]pyrimidine-2,4(3H,8H)-dione